ClC=1C(=NC(=NC1Cl)I)N1[C@@H](CN(CC1)C(=O)OC(C)(C)C)C tert-butyl (3R)-4-(5,6-dichloro-2-iodo-pyrimidin-4-yl)-3-methyl-piperazine-1-carboxylate